BrC=1C=C(C(=O)O)C=C(C1O)O 3-bromo-4,5-dihydroxybenzoic acid